2-(3-Oxa-6-azabicyclo[3.1.1]heptan-6-yl)-6-methoxy-N-(6-((1-(trifluoromethyl)-2-oxabicyclo[2.2.2]octan-4-yl)carbamoyl)benzo[d][1,3]dioxol-5-yl)benzo[d]thiazole-7-carboxamide C12COCC(N1C=1SC3=C(N1)C=CC(=C3C(=O)NC3=CC1=C(OCO1)C=C3C(NC31COC(CC3)(CC1)C(F)(F)F)=O)OC)C2